3-chloro-5-(6-methylpyridin-2-yl)-N-(1H-pyrrolo[2,3-b]pyridin-4-yl)pyrazolo[1,5-a]pyrimidin-7-amine ClC=1C=NN2C1N=C(C=C2NC2=C1C(=NC=C2)NC=C1)C1=NC(=CC=C1)C